C(C)[C@H]1CN(C[C@@H]1C=O)C(=O)OC(C)(C)C tert-butyl (3R,4R)-3-ethyl-4-formylpyrrolidine-1-carboxylate